4-{[3-(2-aminobenzo[d]thiazol-6-yl)-3-(4-trifluoromethylphenyl)-1H-pyrazol-1-yl]methyl}-N-hydroxybenzoamide NC=1SC2=C(N1)C=CC(=C2)C2(NN(C=C2)CC2=CC=C(C(=O)NO)C=C2)C2=CC=C(C=C2)C(F)(F)F